NC1=NC(=NC=C1)C(=O)N1CC2=C(NC=3C(=C(C=CC23)Cl)Cl)CC1 (4-aminopyrimidin-2-yl)(6,7-dichloro-1,3,4,5-tetrahydro-2H-pyrido[4,3-b]indol-2-yl)methanone